NC1=NC(=C(C=2C1=NN(C2)CC2=NC(=CC=C2)C)C2=CC=NN2CC)C=2C=C(C#N)C=CC2 3-(7-amino-4-(1-ethyl-1H-pyrazol-5-yl)-2-((6-methylpyridin-2-yl)methyl)-2H-pyrazolo[3,4-c]pyridin-5-yl)benzonitrile